FC(C(=O)O)(F)F.O=C(/C=C/C=1C=C2CC3(CCNCC3)C(NC2=NC1)=O)N1CC=C(CC1)CC=1SC=CN1 (E)-6-(3-oxo-3-(4-(thiazol-2-ylmethyl)-5,6-dihydropyridin-1(2H)-yl)prop-1-en-1-yl)-1H-spiro[[1,8]naphthyridine-3,4'-piperidin]-2(4H)-one 2,2,2-trifluoroacetate